NCCC=1C(OC2=CC(=CC=C2C1)NC1=CC=C(C=C1)C(C)(C)C)=O 3-(2-Aminoethyl)-7-((4-(tert-butyl)phenyl)amino)-2H-chromen-2-one